CC1=CC=C(C=C1)[C@H]1[C@@H](CC=C(C1)CCC=C(C)C)C(=O)C1=C(C=C(C=C1OCOC)OC)OCOC (trans-4'-methyl-5-(4-methylpent-3-en-1-yl)-1,2,3,6-tetrahydro-[1,1'-biphenyl]-2-yl)(4-methoxy-2,6-bis(methoxymethoxy)phenyl)methanone